N-{2-methoxy-5-[methyl({[2-(trimethylsilyl)ethoxy]methyl})sulfamoyl]phenyl}carbamate COC1=C(C=C(C=C1)S(N(COCC[Si](C)(C)C)C)(=O)=O)NC([O-])=O